3-(1,4-dimethyl-1H-benzo[d][1,2,3]triazol-5-yl)-3-(3-(((R)-7-ethyl-1-methyl-1,7,8,10-tetrahydro-9H-[1,4]oxazepino[7,6-g]indazol-9-yl)methyl)-4-methylphenyl)-2,2-dimethylpropionic acid CN1N=NC2=C1C=CC(=C2C)C(C(C(=O)O)(C)C)C2=CC(=C(C=C2)C)CN2C[C@H](OC1=CC=C3C=NN(C3=C1C2)C)CC